(dodecyldimethylammonium) butyrate C(CCC)(=O)[O-].C(CCCCCCCCCCC)[NH+](C)C